1-(3,7-dibromo-10H-phenoxazin-10-yl)-2-((3aR,6aS)-3a,6a-dimethyltetrahydro-1H-furo[3,4-c]pyrrol-5(3H)-yl)ethan-1-one BrC=1C=CC=2N(C3=CC=C(C=C3OC2C1)Br)C(CN1C[C@@]2([C@](C1)(COC2)C)C)=O